FC1=C(C(=O)C=2C3=C(SC2NC([C@H](C)NC(OC(C)(C)C)=O)=O)CC=CCC3)C(=CC=C1)F tert-butyl N-[(1S)-2-[[3-(2,6-difluorobenzoyl)-5,8-dihydro-4H-cyclohepta[b]thiophen-2-yl]amino]-1-methyl-2-oxo-ethyl]carbamate